C(#C)C1=C(CCC1)C(=O)O 2-ethynylcyclopent-1-ene-1-carboxylic acid